(R)-4-((2-bromo-6-carbamoylpyrazolo[1,5-a]pyrimidin-7-yl)amino)-3,3-dimethylpiperidine-1-carboxylic acid tert-butyl ester C(C)(C)(C)OC(=O)N1CC([C@@H](CC1)NC1=C(C=NC=2N1N=C(C2)Br)C(N)=O)(C)C